N1=CC(=CC=C1)C=1C=C2C(NC=NC2=CC1)=O 6-(pyridin-3-yl)quinazoline-4(3H)-one